ClC1=CC(=C(OCC=2C=C(C=NC2)C#N)C=C1OCC1=C(C(=CC=C1)C)C)C=O 5-[[4-chloro-5-[(2,3-dimethylphenyl)methoxy]-2-formyl-phenoxy]methyl]pyridine-3-carbonitrile